C(CCC)C1=NC=2C(=C3C(=NC2)C=CS3)N1 2-butyl-1H-imidazo[4,5-d]thieno[3,2-b]pyridine